(1S)-N-(1-(1-benzylpyrrolidin-3-yl)-2-hydroxyethyl)-1-(4-fluorophenyl)-3,4-dihydroisoquinoline-2(1H)-carboxamide C(C1=CC=CC=C1)N1CC(CC1)C(CO)NC(=O)N1[C@H](C2=CC=CC=C2CC1)C1=CC=C(C=C1)F